2,6-Dihydroxy-3,4-dimethyl-pyridine OC1=NC(=CC(=C1C)C)O